C(#N)[C@H](C[C@H]1C(NCCC1)=O)NC(=O)C1N(CC(C1)C1CCCC1)C(=O)C=1NC2=CC=CC(=C2C1)OC N-[(1S)-1-cyano-2-[(3S)-2-oxo-3-piperidyl]ethyl]-4-cyclopentyl-1-(4-methoxy-1H-indole-2-carbonyl)pyrrolidine-2-carboxamide